C(CCN=C(N)N)CN=C(N)N The molecule is a guanidine derivative consisting of butane having guanidino groups at the 1- and 4-positions. It is a conjugate base of a 1,4-diguanidiniumylbutane. It derives from a hydride of a butane.